2-(2-hydroxy-3-tertiary butyl-5-methylphenyl)-5-chlorobenzotriazole OC1=C(C=C(C=C1C(C)(C)C)C)N1N=C2C(=N1)C=CC(=C2)Cl